ClC=1C=CC2=C(N=C(O2)C2CC3(CC(C3)NC(=O)C=3OC(=CC3)S(=O)(=N)CC3CC(C3)(F)F)C2)C1 N-[6-(5-chloro-1,3-benzoxazol-2-yl)spiro[3.3]heptan-2-yl]-5-[(3,3-difluorocyclobutyl)methylsulfonimidoyl]furan-2-carboxamide